C(C)(C)(C)OC(=O)N1C[C@H](CC1)C(NC=1SC(=CN1)N1CCN(CC1)CC1=CC=CC=C1)=O (S)-3-((5-(4-Benzylpiperazin-1-yl)thiazol-2-yl)carbamoyl)pyrrolidine-1-carboxylic acid tert-butyl ester